C(C)N1CCN(CC1)CC(=O)N1CC(OCC1)C1=NC=C(C=C1)C1=CC(=CC=C1)OC 2-(4-ethylpiperazin-1-yl)-1-(2-(5-(3-methoxyphenyl)pyridin-2-yl)morpholino)ethan-1-one